(S)-2-(((benzyloxy)carbonyl)amino)-5-((6-((tert-butoxycarbonyl)amino)hexyl)amino)pentanoic acid C(C1=CC=CC=C1)OC(=O)N[C@H](C(=O)O)CCCNCCCCCCNC(=O)OC(C)(C)C